3,4-diiodo-2,5-bis(2-chlorophenyl)-1-p-toluenesulfonyl-1h-pyrrole IC1=C(N(C(=C1I)C1=C(C=CC=C1)Cl)S(=O)(=O)C1=CC=C(C)C=C1)C1=C(C=CC=C1)Cl